C(=C)C=1OC=C(N1)C(=O)OCC ethyl 2-vinyloxazole-4-carboxylate